N1=CN=CC(=C1)C12CC(C1)(C2)C[N+]2=NOC(=C2)[N-]C(NC2=CC(=CC=C2)C(F)(F)F)=O (3-((3-(Pyrimidin-5-yl)bicyclo[1.1.1]pentan-1-yl)methyl)-1,2,3-oxadiazol-3-ium-5-yl)((3-(trifluoromethyl)phenyl)carbamoyl)amide